5-(4-chloro-2-fluorophenyl)-2,3-dimethyl-7-((2S)-2-(2-methyl-4-pyridyl)-4-morpholinyl)quinoxaline ClC1=CC(=C(C=C1)C1=C2N=C(C(=NC2=CC(=C1)N1C[C@@H](OCC1)C1=CC(=NC=C1)C)C)C)F